ClC(C(=O)N1COC2(C1)CCCCC2)Cl 3-Dichloroacetyl-1-oxa-3-azaspiro[4.5]decane